methyl 4-((1R,2S,3R,4S)-3-(3-(4-chlorophenyl)-1,2,4-oxadiazol-5-yl)-7-oxabicyclo[2.2.1]heptane-2-carboxamido)-[1,1'-biphenyl]-3-carboxylate ClC1=CC=C(C=C1)C1=NOC(=N1)[C@@H]1[C@@H]([C@H]2CC[C@@H]1O2)C(=O)NC2=C(C=C(C=C2)C2=CC=CC=C2)C(=O)OC